O=C1C(O)=C([O-])[C@H](O1)[C@@H](O)CO.[Pd+2].O=C1C(O)=C([O-])[C@H](O1)[C@@H](O)CO palladium ascorbate